3-methoxypropanoic ACID COCCC(=O)O